C(C=C)#N.[N].[S] sulfur nitrogen acrylonitrile